2-((4-(2-(4-chloro-2-(methoxy-d3)phenyl)-4-fluoro-2H-chromen-8-yl)piperidin-1-yl)methyl)-1-(((S)-oxabutan-2-yl)methyl)-1H-benzo[d]imidazole-6-carboxylic acid ClC1=CC(=C(C=C1)C1OC2=C(C=CC=C2C(=C1)F)C1CCN(CC1)CC1=NC2=C(N1C[C@@H](O)CC)C=C(C=C2)C(=O)O)OC([2H])([2H])[2H]